FC(C(=O)O)(F)F.CN1N=C(C=C1C1=CC(=NC=C1)C=1NC(=CN1)C1=CC=CC=C1)C(F)(F)F 4-(1-Methyl-3-(trifluoromethyl)-1H-pyrazol-5-yl)-2-(5-phenyl-1H-imidazol-2-yl)pyridine trifluoroacetate salt